N-{3-methyl-4-[(1-methyl-1,3-benzodiazol-5-yl)oxy]phenyl}-6-[(2S)-2-methylpiperazin-1-yl]quinazolin-4-amine CC=1C=C(C=CC1OC1=CC2=C(N(C=N2)C)C=C1)NC1=NC=NC2=CC=C(C=C12)N1[C@H](CNCC1)C